BrC=1C=C2C=C(C=CN2C1)COC(=O)C1NCCCC1 [(2-bromoindolizin-7-yl)methyl]piperidine-2-carboxylate